CN1N=CC(=C1)C1=CC=C2C(=N1)C=CS2 5-(1-methyl-1H-pyrazol-4-yl)thieno[3,2-b]pyridine